COC1=CC=C(OCCOCCOC2=CC=C(C=C2)OC)C=C1 di[2-(4-methoxy-phenoxy) ethyl] ether